Cl.Cl.CC1N(CCCNC1)S(=O)(=O)C1=C2C(=CN=CC2=CC=C1)C 2-methyl-1-[(4-methyl-5-isoquinolinyl)sulfonyl]-hexahydro-1H-1,4-diazepine dihydrochloride